COC1=NC2=CC=CC=C2C=C1C1=CN=C(N1)[C@H](CCCCNC(OC(C)(C)C)=O)NC(=O)C1=CN=CS1 (S)-tert-butyl (5-(5-(2-methoxyquinolin-3-yl)-1H-imidazol-2-yl)-5-(thiazole-5-carboxamido)pentyl)carbamate